Tetracosyl ether C(CCCCCCCCCCCCCCCCCCCCCCC)OCCCCCCCCCCCCCCCCCCCCCCCC